ClC1=C(C=CC(=C1)Cl)[I+]C1=C(C=C(C=C1)Cl)Cl di(2,4-dichlorophenyl)iodonium